2-(4-((1S,4S)-2-oxa-5-azabicyclo[2.2.1]heptan-5-yl)piperidin-1-yl)-5-((6-((R)-3-(3,5-difluorophenyl)isoxazolidin-2-yl)pyrimidin-4-yl)amino)-6-methoxypyridin [C@@H]12OC[C@@H](N(C1)C1CCN(CC1)C1=NC(=C(C=C1)NC1=NC=NC(=C1)N1OCC[C@@H]1C1=CC(=CC(=C1)F)F)OC)C2